(2,4-Dihydroxy-6-methoxyphenyl)(4-((tetrahydrofuran-3-yl)amino)isoindolin-2-yl)methanone OC1=C(C(=CC(=C1)O)OC)C(=O)N1CC2=CC=CC(=C2C1)NC1COCC1